24-Methylcholesta-5,7,22-trien CC(C(C)C)C=C[C@@H](C)[C@H]1CC[C@H]2C3=CC=C4CCCC[C@]4(C)[C@H]3CC[C@]12C